BrC=1C(=NC=CC1)NC(C(C)(C)C)=O N-(3-bromopyridin-2-yl)pivaloamide